ClC1=C(C=O)C=CC=C1C(F)(F)F 2-chloro-3-trifluoromethylbenzaldehyde